C=C1CN2C[C@H]3[C@@H]([C@@]2(C1)C(=O)OC)C3 methyl (1aR,6aS,6bS)-5-methylenehexahydrocyclopropa[a]pyrrolizine-6a(4H)-carboxylate